diazopropionate [N+](=[N-])=C(C(=O)[O-])C